1-{1-[(2-Chlorophenyl)methyl]piperidin-4-yl}-1,4-diazepane ClC1=C(C=CC=C1)CN1CCC(CC1)N1CCNCCC1